ClC=1C=C(C=CC1C(F)(F)F)C=1NC(C=2N(C1)N=C(C2C2CC2)C(=O)O)=O 6-[3-Chloro-4-(trifluoromethyl)phenyl]-3-cyclopropyl-4-oxo-4,5-dihydropyrazolo[1,5-a]pyrazine-2-carboxylic acid